ClC1=CC(=NC=N1)NCC=1N=C2N(C=C(C=C2N2CCNCC2)C2CC2)C1 4-(2-(((6-chloropyrimidin-4-yl)amino)methyl)-6-cyclopropylimidazo[1,2-a]pyridin-8-yl)piperazin